N-(7-(1-methyl-1H-pyrazol-3-yl)-4-(1-methyl-1H-pyrazol-4-yl)quinazolin-6-yl)acrylamide CN1N=C(C=C1)C1=C(C=C2C(=NC=NC2=C1)C=1C=NN(C1)C)NC(C=C)=O